(±)-(Trans)-2-(3-(4-(4-(((cyclopentyl(methyl)carbamoyl)oxy)methyl)-3-methylisoxazol-5-yl)phenoxy)cyclohexyl)acetic acid C1(CCCC1)N(C(=O)OCC=1C(=NOC1C1=CC=C(O[C@@H]2C[C@H](CCC2)CC(=O)O)C=C1)C)C |r|